C(=O)[O-].N(C(=N)N)CCOC=1C=CC2=C(N(C=[N+]2CC)CC)C1 6-(2-guanidinoethoxy)-1,3-diethyl-1H-1,3-benzodiazol-3-ium formate